CC1SCCCS1 2-methyl-1,3-dithiane